deoxy-2'-fluoro-3'-O-(tert-butyldimethylsilyl)uridine F[C@H]1[C@@H](O[C@@H]([C@H]1O[Si](C)(C)C(C)(C)C)CO)N1C(=O)NC(=O)C=C1